CC=1N(C(C=2N=C(N=C(C2N1)C=1CCN(CC1)C(=O)OC(C)(C)C)N1CC(OCC1)C=1C=NN(C1)C)=O)C tert-butyl 4-{6,7-dimethyl-2-[2-(1-methyl-1H-pyrazol-4-yl)morpholin-4-yl]-8-oxo-7H,8H-[1,3]diazino[5,4-d]pyrimidin-4-yl}-1,2,3,6-tetrahydropyridine-1-carboxylate